CC(CCCCCCC(=O)OCCCCCCCO)C 7-hydroxyheptyl 8-methylnonanoate